ClC=1C(=C(C=C(C1)Cl)NC(=O)NC1=CC(=CC=C1)OC(F)(F)F)CO 1-(3,5-dichloro-2-hydroxymethylphenyl)-3-(3-trifluoromethoxyphenyl)urea